NC1=C(C=CC(=N1)N1N=CC(=C1C(F)(F)F)C(=O)NC=1C=NC(=C(C1)Cl)N1N=CC=N1)C 1-(6-amino-5-methylpyridin-2-yl)-N-(5-chloro-6-(2H-1,2,3-triazol-2-yl)pyridin-3-yl)-5-(trifluoromethyl)-1H-pyrazole-4-carboxamide